O[C@@H]([C@H](O)OC(CC(=O)OC(CC(=O)O)CCCCCCC)CCCCCCC)[C@@H]([C@@H](CC)O)O 3-[3-[(2r,3r,4r,5r,6s)-3,4,5-trihydroxy-6-methyloxahex-2-yl]oxydecanoyloxy]decanoic acid